Mucononitril C(\C=C\C=C\C#N)#N